(6-hydroxy-3,4-dihydro-2,7-naphthyridin-2(1H)-yl)(3-methyl-1,2-oxazol-5-yl)methanone OC=1C=C2CCN(CC2=CN1)C(=O)C1=CC(=NO1)C